5-(tert-butyl)-2-(5-(5-isopropylbenzo[d]oxazol-2-yl)thiophen-2-yl)benzo[d]oxazole C(C)(C)(C)C=1C=CC2=C(N=C(O2)C=2SC(=CC2)C=2OC3=C(N2)C=C(C=C3)C(C)C)C1